1-((6-((2-hydroxyethyl)(methyl)amino)pyridin-3-yl)methyl)-3-(4-(2-(4-methoxyphenyl)propan-2-yl)thiazol-2-yl)urea OCCN(C1=CC=C(C=N1)CNC(=O)NC=1SC=C(N1)C(C)(C)C1=CC=C(C=C1)OC)C